C1(CCCC1)NC1=NC(=NC=C1C=CC#N)NC1=CC=C(C=C1)N1CCN(CC1)C 3-{4-Cyclopentylamino-2-[4-(4-methylpiperazin-1-yl)phenylamino]pyrimidin-5-yl}acrylonitrile